1-(4-{4-[4-amino-5-(2-chloro-4-phenoxyphenyl)-7-methyl-7H-pyrrolo[2,3-d]pyrimidin-6-yl]-1H-pyrazol-1-yl}piperidin-1-yl)prop-2-en-1-one NC=1C2=C(N=CN1)N(C(=C2C2=C(C=C(C=C2)OC2=CC=CC=C2)Cl)C=2C=NN(C2)C2CCN(CC2)C(C=C)=O)C